4-(N-cyclobutylamino)benzoic acid C1(CCC1)NC1=CC=C(C(=O)O)C=C1